NC=1C=2N(C3=CC(=C(C=C3N1)F)C(=O)N(CC1=NC=C(C=C1)C(F)(F)F)C=1C=NN3C1C=CC=C3)C=NC2 4-amino-7-fluoro-N-pyrazolo[1,5-a]pyridin-3-yl-N-[[5-(trifluoromethyl)-2-pyridyl]methyl]imidazo[1,5-a]quinoxaline-8-carboxamide